1-(3,4-dichloro-benzyl)-indoline-2,3-dione ClC=1C=C(CN2C(C(C3=CC=CC=C23)=O)=O)C=CC1Cl